tert-butyl N-[3-({7-[(6-chloropyridazin-3-yl)oxy]-4,4-dimethyl-2-oxo-3,4-dihydro-2H-1,3-benzoxazin-3-yl}methyl)-2-fluorophenyl]carbamate ClC1=CC=C(N=N1)OC1=CC2=C(C(N(C(O2)=O)CC=2C(=C(C=CC2)NC(OC(C)(C)C)=O)F)(C)C)C=C1